2-((1R,2S,3S,5S)-3-amino-2-fluoro-8-azabicyclo[3.2.1]octan-8-yl)-5-(3,4-dichloro-2-methyl-2H-indazol-5-yl)-3-methyl-3,7-dihydro-4H-pyrrolo[2,3-d]pyrimidin-4-one N[C@@H]1[C@@H]([C@H]2CC[C@@H](C1)N2C=2N(C(C1=C(N2)NC=C1C1=C(C2=C(N(N=C2C=C1)C)Cl)Cl)=O)C)F